C(#N)C1=CC(=NC=C1)N1CC2(CCC2)C2=C1N=CN=C2N2C[C@H](N(CC2=O)C(=O)OC(C)(C)C)C tert-butyl (2R)-4-[7-(4-cyano-2-pyridinyl)spiro[6H-pyrrolo[2,3-d]pyrimidine-5,1'-cyclobutane]-4-yl]-2-methyl-5-oxopiperazine-1-carboxylate